C(C)[N+](CCC)(C)CC diethyl(methyl)propylammonium